CC1(C2CC=3C(=NC(=NC3C1C2)NCCOC)C2=CC=C(C=C2)OC)C 7,7-dimethyl-N-(2-methoxyethyl)-4-(4-methoxyphenyl)-5,6,7,8-tetrahydro-6,8-methanoquinazolin-2-amine